(S)-N-((5R,8s)-1-ethyl-2-oxo-1-azaspiro[4.5]decan-8-yl)-4-(5-(5-fluoro-2-methoxypyridin-4-yl)-1H-pyrazole-3-carbonyl)-4-azaspiro[2.5]octane-7-carboxamide C(C)N1C(CCC12CCC(CC2)NC(=O)[C@H]2CCN(C1(CC1)C2)C(=O)C2=NNC(=C2)C2=CC(=NC=C2F)OC)=O